OC1=C(C=CC2=CC=CC=C12)C(=O)O 1-hydroxy-2-Naphthalenecarboxylic acid